C(C)(C)(C)C=1C=C(C=C(C1O)C(C)(C)C)CCC(=O)O.C(C)(C)(C)C=1C=C(C=C(C1O)C(C)(C)C)CCC(=O)O.S(C=C)C=C 2,2'-thiodiethylene bis[3-(3,5-di-tert-butyl-4-hydroxyphenyl) propionate]